C1(CCCCC1)C1=C(C=C(C(=C1O)C)C)O 2-Cyclohexyl-4,5-dimethylbenzene-1,3-diol